[N+](=O)([O-])C=1C=NN(C1)[C@H]1C[C@H](C1)CC(=O)OCC ethyl 2-((cis)-3-(4-nitro-1H-pyrazol-1-yl)cyclobutyl)acetate